C\C(=C/C(=O)O)\CCC=C(C)C (2E)-3,7-dimethyloct-2,6-dienoic acid